C1(=CC=C(C=C1)[As](C1=CC=C(C=C1)C)C1=CC=C(C=C1)C)C tri(p-tolyl)arsine